2-(2,4-dioxotetrahydropyrimidin-1(2H)-yl)-5-((3-(7-fluorochromen-4-ylidene)azetidin-1-yl)methyl)isoindoline-1,3-dione O=C1N(CCC(N1)=O)N1C(C2=CC=C(C=C2C1=O)CN1CC(C1)=C1C=COC2=CC(=CC=C12)F)=O